(R)-1-(2-(1-aminoethyl)-6-cyclopropylimidazo[1,2-a]pyridin-8-yl)imidazolidine-2,4-dione N[C@H](C)C=1N=C2N(C=C(C=C2N2C(NC(C2)=O)=O)C2CC2)C1